trans-hydroxy-benzylpyruvate hydrate O.OC(C(C(=O)O)=O)CC1=CC=CC=C1